chloro-3-(3,3-difluorocyclobutyl)-4-methoxypyridazine ClC=1C(=C(N=NC1)C1CC(C1)(F)F)OC